6-benzyl-3-(pyridin-2-ylmethyl)-2,3,4,6-tetrahydropyrido[3,4-c][1,8]naphthyridin-5(1H)-one C(C1=CC=CC=C1)N1C(C2=C(C=3C=CC=NC13)CCN(C2)CC2=NC=CC=C2)=O